tert-butyl 1-((3-(3-bromophenyl)-1-isopropyl-1H-pyrazol-4-yl) methyl)-1,8-diazaspiro[4.5]decane-8-carboxylate BrC=1C=C(C=CC1)C1=NN(C=C1CN1CCCC12CCN(CC2)C(=O)OC(C)(C)C)C(C)C